Ethyl 2-(4-bromo-2-fluorophenyl)-7-hydroxy-2H-pyrazolo[4,3-b]pyridine-3-carboxylate BrC1=CC(=C(C=C1)N1N=C2C(N=CC=C2O)=C1C(=O)OCC)F